8-(1-hydroxypropyl)-N,N-dimethyl-2-morpholino-4-oxo-chromene-6-carboxamide OC(CC)C=1C=C(C=C2C(C=C(OC12)N1CCOCC1)=O)C(=O)N(C)C